(E)-N-(2-(3-Chloro-6-hydroxy-2-methylbenzoyl)isoindolin-4-yl)-4-(dimethylamino)-N-methylbut-2-enamide ClC=1C(=C(C(=O)N2CC3=CC=CC(=C3C2)N(C(\C=C\CN(C)C)=O)C)C(=CC1)O)C